OC1[C@]2([C@@](N(C1)C(=O)OC(C)(C)C)(CCC2)C(=O)OC)CCCB2OC(C(O2)(C)C)(C)C 1-(tert-butyl) 6a-methyl (3aR,6aS)-3-hydroxy-3a-(3-(4,4,5,5-tetramethyl-1,3,2-dioxaborolan-2-yl)propyl)hexahydrocyclopenta[b]pyrrole-1,6a-dicarboxylate